Trisodium 8-hydroxypyrene-1,3,6-trisulfonate OC=1C=C(C=2C=CC3=C(C=C(C=4C=CC1C2C43)S(=O)(=O)[O-])S(=O)(=O)[O-])S(=O)(=O)[O-].[Na+].[Na+].[Na+]